(2R,5S)-3-(4-amino-2-fluorophenethyl)-2-(1-(4-bromophenyl)-3-(1H-pyrrol-3-yl)-1H-pyrazol-4-yl)-5-methyloxazolidin-4-one NC1=CC(=C(CCN2[C@H](O[C@H](C2=O)C)C=2C(=NN(C2)C2=CC=C(C=C2)Br)C2=CNC=C2)C=C1)F